N-[(2S)-5-[[(1R,2S)-2-(4-fluorophenyl)cyclopropyl]amino]-1-(2,4,5,6-tetrahydro-2-methyl-pyrrolo[3,4-c]pyrazol-1-yl)-1-oxopentan-2-yl]-4-cyanobenzamide FC1=CC=C(C=C1)[C@H]1[C@@H](C1)NCCC[C@@H](C(=O)N1N(CC2=C1CNC2)C)NC(C2=CC=C(C=C2)C#N)=O